3-[[4-(4-fluoro-phenoxy)-benzenesulfonyl]-(1-hydroxycarbamoyl-cyclobutyl)-amino]-propionic acid FC1=CC=C(OC2=CC=C(C=C2)S(=O)(=O)N(CCC(=O)O)C2(CCC2)C(NO)=O)C=C1